(S)-2-(4,4-dimethyl-1,4-azasilinan-1-yl)-6-fluoro-4-((2-hydroxyethyl)sulfonamido)-N-(6-(3,3,3-trifluoro-2-hydroxypropoxy)pyridin-2-yl)benzamide C[Si]1(CCN(CC1)C1=C(C(=O)NC2=NC(=CC=C2)OC[C@@H](C(F)(F)F)O)C(=CC(=C1)NS(=O)(=O)CCO)F)C